4-{4-[(4-{[5-(trifluoromethoxy)pyridin-2-yl]amino}piperidin-1-yl)sulfonyl]phenyl}pyridine-2-carboxamide FC(OC=1C=CC(=NC1)NC1CCN(CC1)S(=O)(=O)C1=CC=C(C=C1)C1=CC(=NC=C1)C(=O)N)(F)F